C(C)(=O)ONC(CCC(C(=O)O)CC1=CC=C(C=C1)C(=O)OCC)=O 5-(Acetoxyamino)-2-(4-(ethoxycarbonyl)benzyl)-5-oxopentanoic acid